COC1=CC=C(CN2C(NCCC2=O)=O)C=C1 3-(4-methoxybenzyl)-dihydropyrimidine-2,4(1H,3H)-dione